CN1C(N(C2=C1C=CC(=C2)C(=O)OC)C)=O methyl 1,3-dimethyl-2-oxo-benzimidazole-5-carboxylate